C(C)N1N=C2C(C(N(C=3C(=NC=CC23)NC(=O)C2CC2)C)C)=N1 N-(2-ethyl-4,5-dimethyl-4,5-dihydro-2H-[1,2,3]triazolo[4,5-c][1,7]naphthyridin-6-yl)cyclopropanecarboxamide